(2,2-Dioxido-2-thia-6-azaspiro[3.3]heptan-6-yl)(6-((5-methyl-3-(6-methylpyridin-3-yl)isoxazol-4-yl)methoxy)pyridazin-3-yl)methanon O=S1(CC2(C1)CN(C2)C(=O)C=2N=NC(=CC2)OCC=2C(=NOC2C)C=2C=NC(=CC2)C)=O